[3-[6-(2-Azaspiro[3.4]octan-2-yl)-3-pyridyl]azetidin-1-yl]-[6-(5-cyclopropyl-4H-1,2,4-triazol-3-yl)-2-azaspiro[3.3]heptan-2-yl]methanone C1N(CC12CCCC2)C2=CC=C(C=N2)C2CN(C2)C(=O)N2CC1(C2)CC(C1)C1=NN=C(N1)C1CC1